1-(2-methoxyphenyl)pyrazole-4-carbonyl chloride COC1=C(C=CC=C1)N1N=CC(=C1)C(=O)Cl